C1(CC1)N1C(=NC(=C1)C(F)(F)F)C1=CC=C(C=C1)CN 1-[4-[1-cyclopropyl-4-(trifluoromethyl)imidazol-2-yl]phenyl]methylamine